NC1=C(C=C(C=C1Br)C(=O)OC)C#CC1=CCCN(C1)C(=O)OC(C)(C)C 1-Tert-butyl 5-((2-amino-3-bromo-5-(methoxycarbonyl)phenyl)ethynyl)-3,6-dihydropyridine-1(2H)-carboxylate